BrC1=CC=C(O[C@H]2[C@@H](COC2)O)C=C1 (trans)-4-(4-bromophenoxy)tetrahydrofuran-3-ol